2-(5-fluoro-2,3-dihydro-1H-inden-1-yl)-N-(2-methoxypyridin-4-yl)-4-(trifluoromethyl)benzamide methyl-(2-bromo-4-methoxyphenyl)acetate COC(CC1=C(C=C(C=C1)OC)Br)=O.FC=1C=C2CCC(C2=CC1)C1=C(C(=O)NC2=CC(=NC=C2)OC)C=CC(=C1)C(F)(F)F